N-cyclopropyl-3-fluoro-2-mercapto-benzamide C1(CC1)NC(C1=C(C(=CC=C1)F)S)=O